C(C1=CC=CC=C1)OC=1C=C(C=CC1OP(=O)(OCC1=CC=CC=C1)OCC1=CC=CC=C1)C[C@@H](C(=O)OCC1=CC=CC=C1)NC(=O)OCC1=CC=CC=C1 (S)-benzyl 3-(3-(benzyloxy)-4-((bis(benzyloxy)phosphoryl)oxy)phenyl)-2-(((benzyloxy)carbonyl)amino)propanoate